5-(2-(4-fluorophenoxy)pyridin-3-yl)-7-methyl-1,7-naphthyridin-8(7H)-one FC1=CC=C(OC2=NC=CC=C2C=2C=3C=CC=NC3C(N(C2)C)=O)C=C1